N-isobutyl-1-[[5-[5-(trifluoromethyl)-1,2,4-oxadiazol-3-yl]-2-thienyl]methyl]-1,2,4-triazole-3-carboxamide C(C(C)C)NC(=O)C1=NN(C=N1)CC=1SC(=CC1)C1=NOC(=N1)C(F)(F)F